BrCCCC1=CC=C(OCC2CN(CC2)C(=O)OC(C)(C)C)C=C1 tert-Butyl 3-[[4-(3-bromopropyl)phenoxy]methyl]pyrrolidine-1-carboxylate